ε-methyl-ε-caprolactone CC1CCCCC(=O)O1